N'-isopropyl-N'-[[2-(trifluoromethyl)phenyl]methyl]oxamide 2,2,2-trifluoroethyl-2-[isopropyl-[[2-(trifluoromethyl)phenyl]methyl]amino]-2-oxo-acetate FC(COC(C(=O)N(CC1=C(C=CC=C1)C(F)(F)F)C(C)C)=O)(F)F.C(C)(C)N(C(C(N)=O)=O)CC1=C(C=CC=C1)C(F)(F)F